N[C@H](C(C)C)C(=O)N1CCN(CC1)C1=NC(=C(C=2CN(CCC12)CC1=CC=CC=C1)C#N)OC[C@H]1N(CCC1)C 1-(4-(D-valyl)piperazin-1-yl)-6-benzyl-3-(((S)-1-methylpyrrolidin-2-yl)methoxy)-5,6,7,8-tetrahydro-2,6-naphthyridine-4-carbonitrile